6-(6'-amino-2'-fluoro-5-(4-methylpiperazin-1-yl)-[2,3'-bipyridin]-5'-yl)-3,4-dihydroisoquinolin-1(2H)-one NC1=C(C=C(C(=N1)F)C1=NC=C(C=C1)N1CCN(CC1)C)C=1C=C2CCNC(C2=CC1)=O